N1CC(C1)C1=NC=C(C=N1)N1CC(CC1)C(F)(F)F 2-(Azetidin-3-yl)-5-[3-(trifluoro-methyl)pyrrolidin-1-yl]pyrimidine